C(C)C1(N(CCCC1)O)OC ethyl-methoxypiperidinol